(1R,4R)-2-[5-(trifluoromethyl)pyrimidin-2-yl]-2,5-diazabicyclo[2.2.1]heptane FC(C=1C=NC(=NC1)N1[C@H]2CN[C@@H](C1)C2)(F)F